N1(CCNCC1)C(=O)C1CCN(CC1)C(=O)OC(C)(C)C tert-butyl 4-(piperazine-1-carbonyl)piperidine-1-carboxylate